diethyl (S)-2-((1-bromopropan-2-yl)oxy)malonate BrC[C@H](C)OC(C(=O)OCC)C(=O)OCC